OC[C@H]1N(CCC1)C=1C2=C(N=C(N1)NC=1N=CN(C1)C1=CC(=C(C(=C1)OC)OC)OC)CCS(C2)(=O)=O (S)-4-(2-(hydroxymethyl)pyrrolidin-1-yl)-2-((1-(3,4,5-trimethoxyphenyl)-1H-imidazol-4-yl)amino)-7,8-dihydro-5H-thiopyrano[4,3-d]pyrimidine 6,6-dioxide